3-(2-Methyl-4-oxo-5,6-dihydro-2H-2,6-methanobenzo[g][1,3,5]oxadiazocin-3(4H)-yl)-N-(pyridin-3-ylmethyl)benzamide CC12OC3=C(C(NC(N1C=1C=C(C(=O)NCC=4C=NC=CC4)C=CC1)=O)C2)C=CC=C3